CNC(=O)C1=CSC=2C1=NC(=CC2C(F)(F)F)N2CCC(CC2)C2N(CC2N2N=CN=C2)C(=O)O 1-(3-(methylcarbamoyl)-7-(trifluoromethyl)thieno[3,2-b]pyridin-5-yl)piperidin-4-yl-3-(1H-1,2,4-triazol-1-yl)azetidine-1-carboxylic acid